5-cyano-2-(2,6-dichloropyridin-4-yl)-N-[(methylaminomethylsulfonyl)amino]benzamide C(#N)C=1C=CC(=C(C(=O)NNS(=O)(=O)CNC)C1)C1=CC(=NC(=C1)Cl)Cl